2-[(5-Chloropyrimidin-2-yl)oxy]-6-methylphenol ClC=1C=NC(=NC1)OC1=C(C(=CC=C1)C)O